C(C)N(C(C1=CC=CC(=C1)F)=O)C(C)C N-ethyl-5-fluoro-N-(prop-2-yl)benzamide